OC1=CC(=CC=2C(COC21)(C)C)C=O 7-hydroxy-3,3-dimethyl-2,3-dihydrobenzofuran-5-carbaldehyde